NC([C@H](C[C@H]1C(NCCC1)=O)NC(=O)C1N(CC2(CCC2)C1)C(=O)C=1NC2=CC=CC(=C2C1)OC)=O N-[(1S)-2-amino-2-oxo-1-[[(3S)-2-oxo-3-piperidyl]methyl]ethyl]-6-(4-methoxy-1H-indole-2-carbonyl)-6-azaspiro[3.4]octane-7-carboxamide